(R)-N-(4-(5-cyano-2,2-dimethyl-2,3-dihydro-1H-pyrrolizin-7-yl)pyridin-2-yl)-2-(6-(2-hydroxypropan-2-yl)pyridin-2-yl)propionamide C(#N)C=1N2CC(CC2=C(C1)C1=CC(=NC=C1)NC([C@H](C)C1=NC(=CC=C1)C(C)(C)O)=O)(C)C